FC=1C=CC(=C(C(=O)N(C(C)C)C)C1)N1C=C(C=2C1=CN=CC2)C2CC1CCC(C2)N1C(=O)[C@H]1N[C@@H]2CC([C@H]1CC2)=C 5-fluoro-N-methyl-2-(3-{8-[(1S,3S,4R)-5-methylidene-2-azabicyclo[2.2.2]octane-3-carbonyl]-8-azabicyclo[3.2.1]octan-3-yl}-1H-pyrrolo[2,3-c]pyridin-1-yl)-N-(propan-2-yl)benzamide